ethyl 3-(difluoromethyl)-5-chloro-1-methyl-1H-pyrazole-4-carboxylate FC(C1=NN(C(=C1C(=O)OCC)Cl)C)F